C(CCOCCOCCOCCOCCOCCC(=O)OC1=C(C(=CC(=C1F)F)F)F)(=O)OC1=C(C(=CC(=C1F)F)F)F bis(2,3,5,6-tetrafluorophenyl) 4,7,10,13,16-pentaoxanonadecanedioate